4-methoxyphenyl-phosphonic acid COC1=CC=C(C=C1)P(O)(O)=O